1-Ethyl-4-methyl-5-[[4-(4-pyridyl)piperazin-1-yl]methyl]pyrrole-2-carboxylic Acid C(C)N1C(=CC(=C1CN1CCN(CC1)C1=CC=NC=C1)C)C(=O)O